N1C=C(C2=CC=CC=C12)C1=C(N=C(O1)C1=CC=C(C=C1)[N+](=O)[O-])C(=O)O 5-(1H-indole-3-yl)-2-(4-nitrophenyl)oxazole-4-carboxylic acid